7-((4-(2-chloro-8-(methylamino)-1,7-naphthyridin-3-yl)piperazin-1-yl)methyl)-3-ethyl-1,5-naphthyridin-2(1H)-one ClC1=NC2=C(N=CC=C2C=C1N1CCN(CC1)CC1=CN=C2C=C(C(NC2=C1)=O)CC)NC